C(C1=CC=CC=C1)N1CC(CC1)(N)C(F)(F)F 1-benzyl-3-(trifluoromethyl)pyrrolidin-3-amine